O[C@H]1[C@@H](O[C@@H]([C@H]1O)CO)N1CC(=CC=C1)C(=O)OCCN1C=NC=2N(C(N(C(C12)=O)C)=O)C 1-((2R,3R,4S,5R)-3,4-dihydroxy-5-(hydroxymethyl)tetrahydrofuran-2-yl)-3-((2-(1,3-dimethyl-2,6-dioxo-1,2,3,6-tetrahydro-7H-purin-7-yl)ethoxy)carbonyl)pyridine